C(C)(=O)OC1(CC(C1)=O)C1=CC2=C(S1)C=C(C=C2)Br 1-(6-bromobenzo[b]thiophen-2-yl)-3-oxocyclobutyl acetate